FC1=C2CN(C(C2=CC=C1C1=NC(=CC(=C1)C)NC)=O)C1C(NC(CC1)=O)=O 3-(4-fluoro-5-(4-methyl-6-(methylamino)pyridin-2-yl)-1-oxoisoindolin-2-yl)piperidine-2,6-dione